C(CCCCC)NCCCNCCCCCC N,N'-dihexyltrimethylenediamine